C(C)OC(CC(C(C)(C)C)N1C=C(C2=C1N=C(N=C2C2CC2)C2=NNC1=NC=C(C=C12)Cl)F)=O 3-(2-(5-chloro-1H-pyrazolo[3,4-b]pyridin-3-yl)-4-cyclopropyl-5-fluoro-7H-pyrrolo[2,3-d]pyrimidin-7-yl)-4,4-dimethylpentanoic acid ethyl ester